octyl 3,5-di(tert-butyl)-4-hydroxyhydrocinnamate C(C)(C)(C)C=1C=C(CCC(=O)OCCCCCCCC)C=C(C1O)C(C)(C)C